OCN1C(=O)N(C(=O)C1(C)C)CO 1,3-dihydroxymethyl-5,5-dimethylhydantoin